(R)-2-((tert-Butoxycarbonyl)amino)-4-(4-hydroxyphenyl)butanoic acid C(C)(C)(C)OC(=O)N[C@@H](C(=O)O)CCC1=CC=C(C=C1)O